4-(4-((3R,5S)-4-propenoyl-3,5-dimethylpiperazin-1-yl)phenyl)-6-(1-ethyl-1H-pyrazol-4-yl)pyrazolo[1,5-a]pyridine-3-carbonitrile C(C=C)(=O)N1[C@@H](CN(C[C@@H]1C)C1=CC=C(C=C1)C=1C=2N(C=C(C1)C=1C=NN(C1)CC)N=CC2C#N)C